2-[1-[2-(2,3-dihydrobenzofuran-5-yl)ethyl]-pyrrolidin-3-yl]-2,2-diphenylacetamide O1CCC2=C1C=CC(=C2)CCN2CC(CC2)C(C(=O)N)(C2=CC=CC=C2)C2=CC=CC=C2